trimethylene dicarbamate C(N)(OCCCOC(N)=O)=O